N-[(1S)-1-cyclohexyl-2-[4-(3,5-dimethyl-1H-pyrazol-4-yl)anilino]-2-oxo-ethyl]-2-(hydroxymethyl)pyrrolidine-1-carboxamide C1(CCCCC1)[C@@H](C(=O)NC1=CC=C(C=C1)C=1C(=NNC1C)C)NC(=O)N1C(CCC1)CO